CN(C1=C(C(=CC=C1)N(C)C)C1=CC(=CC=C1OC)OC)C 2',6'-bis(dimethylamino)-3,6-dimethoxybiphenyl